BrC1=C(C=C(C(=C1)Cl)OC)C=1OC=CN1 2-(2-bromo-4-chloro-5-methoxyphenyl)-1,3-oxazol